C1(=CC=CC2=CC=CC=C12)C1=NC(=NC(=N1)C1=CC=CC=C1)C1=C(C=CC=C1)C1=C2C=3C=CC(=CC3C3(C2=CC=C1)CCCCC3)C#N 5'-(2-(4-(naphthalen-1-yl)-6-phenyl-1,3,5-triazin-2-yl)phenyl)spiro[cyclohexane-1,9'-fluorene]-2'-carbonitrile